COCCNC1CCC(CC1)NC1=NC=C(C(=N1)C1=CN=C2N1C=C(C=C2)C2=CC=CC=C2)C (1s,4s)-N1-(2-Methoxyethyl)-N4-(5-methyl-4-(6-phenylimidazo[1,2-a]pyridin-3-yl)pyrimidin-2-yl)cyclohexane-1,4-diamine